C(CCCCC)C1=C(C(=C(C(=O)[O-])C=C1)CC(CCCC)CC)C(=O)[O-] Hexyl(2-ethylhexyl)isophthalat